5-ethynyl-6-fluoronaphthalene-2-ol formate C(=O)OC1=CC2=CC=C(C(=C2C=C1)C#C)F